CSC DiMethyl Sulphide